FC=1C(=CC(=C(C(=O)NC2=C(C=C(C=C2C)F)C)C1)O[C@H](C(F)(F)F)C)N1N=C2COCCN2C1=O 5-fluoro-N-(4-fluoro-2,6-dimethylphenyl)-4-(3-oxo-5,6-dihydro-3H-[1,2,4]triazolo[3,4-c][1,4]oxazin-2(8H)-yl)-2-{[(2S)-1,1,1-trifluoropropan-2-yl]oxy}benzamide